FC=1C=C(C=NC1)C1=NC(=C2N=CN(C2=N1)[C@H]1[C@@H]([C@@H]([C@H](O1)C(=O)NC)O)O)NCC1=NC=CC(=C1)C (2S,3S,4R,5R)-5-(2-(5-fluoropyridin-3-yl)-6-(((4-methylpyridin-2-yl)methyl)amino)-9H-purine-9-yl)-3,4-dihydroxy-N-methyltetrahydrofuran-2-carboxamide